ClC=1C=C2C=C(C=NC2=CC1)C(\C=C\C1=CC=C(C=C1)OC)=O (E)-6-Chloro-3-(3-(4-methoxyphenyl)acryloyl)quinolin